N1N=CC2=C1NC=NC2=O 1H-pyrazolo[3,4-d]pyrimidin-4(7H)-one